ethyl (E)-12-((tert-butyldiphenylsilyl)oxy)dodec-2-enoate [Si](C1=CC=CC=C1)(C1=CC=CC=C1)(C(C)(C)C)OCCCCCCCCC/C=C/C(=O)OCC